7-(benzyloxy)-4-bromo-3,3-dimethyl-1-(2-nitrophenyl)indoline C(C1=CC=CC=C1)OC=1C=CC(=C2C(CN(C12)C1=C(C=CC=C1)[N+](=O)[O-])(C)C)Br